C(C)(C)(C)C1=C(C(=O)O)C=CC(=C1OC)N1C(NC(CC1)=O)=O Tert-butyl-4-(2,4-dioxotetrahydropyrimidin-1(2H)-yl)-3-methoxybenzoic acid